Cl.Cl.C(CCCCC(OC)=N)(OC)=N Dimethyl adipimidate-2HCl